FC1=CC=C(C=C1)NC1=C(N=C2N1C=C(N=C2)N2CCOCC2)C=2C=CC=1N(C2)C(=NN1)C N-(4-fluorophenyl)-2-(3-methyl-[1,2,4]triazolo[4,3-a]pyridin-6-yl)-6-morpholinoimidazo[1,2-a]pyrazin-3-amine